2,3,5-Tri-O-acetyl-α-D-ribofuranosyl fluoride C(C)(=O)O[C@H]1[C@H](O[C@@H]([C@H]1OC(C)=O)COC(C)=O)F